N1C(=S)C(=O)C2=CC=CC=C12 thioisatin